Cl.C(C=C)C=1C(=C(C(=C(C1O)[2H])[2H])C1=C(C(=CC(=C1)CC=C)NC([C@H](CCCCN)N)=O)O)[2H] 3',5-diallyl-2',5',6'-trideutero-3-[(S)-2,6-diamino-1-hexanoyl]amino-2,4'-dihydroxy-1,1'-biphenyl hydrochloride